1-(1-(4-fluorophenyl)-3,4-dihydroisoquinolin-2(1H)-yl)ethan-1-one FC1=CC=C(C=C1)C1N(CCC2=CC=CC=C12)C(C)=O